(3s,5s)-3-aminomethyl-5-methyl-6-(4-nitro-phenoxy)-hexanoic acid NC[C@H](CC(=O)O)C[C@@H](COC1=CC=C(C=C1)[N+](=O)[O-])C